1-(1Z-eicosenyl)-2-(9Z,12Z-heptadecadienoyl)-glycero-3-phospho-(1'-sn-glycerol) CCCCCCCCCCCCCCCCCC/C=C\OC[C@H](COP(=O)(O)OC[C@H](CO)O)OC(=O)CCCCCCC/C=C\C/C=C\CCCC